ClCCCC(=O)N[C@@H]1CN(CC1)C(=O)OC(C)(C)C tert-butyl (S)-3-(4-chlorobutanamido)pyrrolidine-1-carboxylate